C(#N)C1=NC=C(C(=C1)C1=CC=2N(C=C1)N=C(C2)NC(=O)C2CC2)O[C@@H]2CNC[C@@H](C2)C(F)(F)F N-[5-[2-cyano-5-[[(3S,5R)-5-(trifluoromethyl)-3-piperidyl]oxy]-4-pyridyl]pyrazolo[1,5-a]pyridin-2-yl]cyclopropanecarboxamide